N1(CC1)CCC(=O)OCC(COC(CCN1CC1)=O)(COC(CCN1CC1)=O)CO pentaerythritol tris[3-(1-aziridinyl) propionate]